2-(((2R,3R,4R,5R)-5-(3-((benzyloxy)methyl)-2,4-dioxo-3,4-dihydropyrimidin-1(2H)-yl)-2-((bis(4-methoxyphenyl)(phenyl)methoxy)methyl)-4-methoxytetrahydrofuran-3-yl)oxy)acetaldehyde C(C1=CC=CC=C1)OCN1C(N(C=CC1=O)[C@H]1[C@@H]([C@@H]([C@H](O1)COC(C1=CC=CC=C1)(C1=CC=C(C=C1)OC)C1=CC=C(C=C1)OC)OCC=O)OC)=O